2-(2-(((2-(3-chlorophenyl)-1-phenylethoxy)carbonyl)amino)-3-cyclohexylpropionamido)-1-hydroxy-3-(2-oxopyrrolidin-3-yl)propane-1-sulfonic acid ClC=1C=C(C=CC1)CC(OC(=O)NC(C(=O)NC(C(S(=O)(=O)O)O)CC1C(NCC1)=O)CC1CCCCC1)C1=CC=CC=C1